O[C@H](C(=O)OC)C(C)C methyl (S)-2-hydroxy-3-methylbutyrate